CN(C1=CC(=CN=N1)C1OCCC(C1)C(=O)NC1=NC(=C(N=C1C(=O)C12CC(C1)(C2)C(F)(F)F)C)C)C 2-[6-(dimethylamino)pyridazin-4-yl]-N-[5,6-dimethyl-3-[3-(trifluoromethyl)bicyclo[1.1.1]pentane-1-carbonyl]pyrazin-2-yl]tetrahydropyran-4-carboxamide